4-(4-[4-(2-pyrimidinyl)piperazin-1-yl]butyl)-2,3,4,5-tetrahydro-1,4-benzoxazepine-3,5-dione N1=C(N=CC=C1)N1CCN(CC1)CCCCN1C(COC2=C(C1=O)C=CC=C2)=O